C(C)(C)(C)OC(CN(C(CCOCCNC(OCC1C2=CC=CC=C2C=2C=CC=CC12)=O)=O)CC(=O)OC(C)(C)C)=O.NC1C(CC(CC1)CC1CC(C(CC1)N)C)C bis(4-amino-3-methylcyclohexyl)methane tert-butyl-11-(2-(tert-butoxy)-2-oxoethyl)-1-(9H-fluoren-9-yl)-3,10-dioxo-2,7-dioxa-4,11-diazatridecan-13-oate